2-amino-2-(7-fluoroisoquinolin-4-yl)acetonitrile NC(C#N)C1=CN=CC2=CC(=CC=C12)F